COC(=O)C1=CC=C2C3(C(N(C2=C1)Cl)=O)CC3 chloro-2'-oxospiro[cyclopropane-1,3'-indoline]-6'-carboxylic acid methyl ester